O1CCN(CC1)C1=CC2=C(N(C(=N2)C#C[Si](C(C)C)(C(C)C)C(C)C)C2=CC=C(N)C=C2)C=C1 4-(5-morpholino-2-((triisopropylsilyl)ethynyl)-1H-benzo[d]imidazol-1-yl)aniline